FC1=C(C=C(C=C1)N1C[C@H](N([C@H](C1)C)C(=O)OC1CC2(CN(C2)CC2=CC=CC=C2)C1)C)C 2-benzyl-2-azaspiro[3.3]heptan-6-yl (2R,6S)-4-(4-fluoro-3-methylphenyl)-2,6-dimethylpiperazine-1-carboxylate